C(C)OC1=C(C=CC(=C1)OCC)C1=NC(=CC(=C1)C1=CC=C(C=C1)N(C1=CC=C(C=C1)CCCCCC)C1=CC=C(C=C1)CCCCCC)C1=C(C=C(C=C1)OCC)OCC 2,6-bis(2,4-diethyloxyphenyl)-4-(4-bis(4-hexylphenyl)aminophenyl)pyridine